BrC=1C=C(C=CC1F)CC(CC(=O)NC=1C=CC(=C(C(=O)NC2=C(C(=C(C=C2)F)NC(C(C)OC(F)(F)F)=O)F)C1)Cl)(Cl)Cl 5-((1R,3R)-3-(3-bromo-4-fluorophenyl)-2,2-dichloropropane-1-carboxamido)-2-chloro-N-(2,4-difluoro-3-(2-(trifluoromethoxy)propionylamino)phenyl)benzamide